NC1=NC=2C=CC(=CC2C2=C1C=NN2C)C(=O)N(C)[C@H]2COC=1C2=NC=C(C1)Br 4-amino-N-((3R)-6-bromo-2,3-dihydrofuro[3,2-b]pyridin-3-yl)-N,1-dimethyl-1H-pyrazolo[4,3-c]quinoline-8-carboxamide